C1(=CC=CC=C1)N1N=NN=C1S 1-phenyl-5-mercapto-1,2,3,4-tetrazole